OCC1=CC(=NC=C1)N1C=NC=C1 3-(4-(hydroxymethyl)pyridin-2-yl)imidazole